O=C1NC(CCC1N1C(N(C2=C1C=CC(=C2)CCOCC(=O)O)C)=O)=O 2-[2-[1-(2,6-dioxo-3-piperidyl)-3-methyl-2-oxo-benzimidazol-5-yl]ethoxy]acetic acid